C(CCCCCC)OC(CCCCCCC(C)OC(C)=O)OCCCCCCC 9,9-diheptyloxy-2-acetoxynonane